N1=CC=CC=2CCCC(C12)NCCCC#N (5,6,7,8-tetrahydroquinolin-8-yl)-(3-cyano-prop-1-yl)-amine